NCCCCCC(=O)NCCCCC(C(=O)NCCO[C@H]1[C@@H](O)[C@H](O)[C@H](O)[C@@H](O1)C)N(CC(=O)NCCO[C@@H]1[C@@H](O)[C@H](O)[C@H](O)[C@@H](O1)C)CC(=O)NCCO[C@H]1[C@@H](O)[C@H](O)[C@H](O)[C@@H](O1)C (s)-2,2'-{[6-(6-aminohexanamido)-1-({2-[(α-L-fucopyranosyl)oxy]ethyl}amino)-1-oxohexan-2-yl]azanediyl}bis(N-{2-[(α-L-fucopyranosyl)oxy]ethyl}acetamide)